2-(3,5-difluorophenyl)-N-(4-methyl-3-(2'-morpholino-7'-oxo-5'H-spiro[cyclopropane-1,8'-pyrido[4,3-d]pyrimidine]-6'(7'H)-yl)phenyl)acetamide FC=1C=C(C=C(C1)F)CC(=O)NC1=CC(=C(C=C1)C)N1CC2=C(N=C(N=C2)N2CCOCC2)C2(C1=O)CC2